3-((5-(hydroxymethyl)-2-(methylthio)pyrimidin-4-yl)amino)-2-methylcyclopentan-1-ol OCC=1C(=NC(=NC1)SC)NC1C(C(CC1)O)C